BrC=1C(=C(C=CC1)NC(=O)C1=NN2C(C(CCC2)N2C[C@@H](CC2)C(=O)OC)=C1)Cl (3R)-methyl 1-(2-((3-bromo-2-chlorophenyl)carbamoyl)-4,5,6,7-tetrahydropyrazolo[1,5-a]pyridin-4-yl)pyrrolidine-3-carboxylate